sodium 2,2'-tert-octylmethylene-bis(4,6-di-tert-butylphenyl) phosphate P1(=O)(OC2=C(C=C(C=C2C(C)(C)C)C(C)(C)C)C(C2=C(C(=CC(=C2)C(C)(C)C)C(C)(C)C)O1)C(C)(C)CC(C)(C)C)[O-].[Na+]